2-(6-(4-(1-methylpiperidin-4-yl)phenyl)-4-oxopyrrolo[2,1-f][1,2,4]triazin-3(4H)-yl)-2-phenylacetic acid CN1CCC(CC1)C1=CC=C(C=C1)C=1C=C2C(N(C=NN2C1)C(C(=O)O)C1=CC=CC=C1)=O